N-((R)-1-((R)-2-hydroxypropyl)piperidin-3-yl)acetamide O[C@@H](CN1C[C@@H](CCC1)NC(C)=O)C